trans-4-((3-(1-Cyclopropyl-1H-pyrazol-4-yl)phenyl)((trans-4-(4-methoxy-3-methylphenyl)cyclohexyl)methyl)carbamoyl)-cyclohexyl (2-(methylsulfonamido)ethyl)carbamate CS(=O)(=O)NCCNC(O[C@@H]1CC[C@H](CC1)C(N(C[C@@H]1CC[C@H](CC1)C1=CC(=C(C=C1)OC)C)C1=CC(=CC=C1)C=1C=NN(C1)C1CC1)=O)=O